(3R)-1-(2,7-dichloro-8-fluoropyrido[4,3-d]pyrimidin-4-yl)-3-methylpiperidin-3-ol ClC=1N=C(C2=C(N1)C(=C(N=C2)Cl)F)N2C[C@@](CCC2)(O)C